C(C)C=1C=CC2=C(C3=CC=CC=C3C(=C2C1)OC(=O)C1C(CCCC1)C(=O)O)OC(=O)C1C(CCCC1)C(=O)O 3-ethyl-9,10-bis(2-carboxycyclohexyl)carbonyloxyanthracene